(2S)-5,5-dimethyl-2-[(2S,3S)-3-methyl-2-{[(3S)-morpholin-3-yl]formamido}pentanamido]hexanoic acid CC(CC[C@@H](C(=O)O)NC([C@H]([C@H](CC)C)NC(=O)[C@H]1NCCOC1)=O)(C)C